4-(2-(dimethylamino)ethyl)-3-oxopiperazine-1-carboxylic acid tert-butyl ester C(C)(C)(C)OC(=O)N1CC(N(CC1)CCN(C)C)=O